ClC1=CC2=C(C=N1)C(=CN2COCC[Si](C)(C)C)I 6-chloro-3-iodo-1-((2-(trimethylsilyl)ethoxy)methyl)-1H-pyrrolo[3,2-C]pyridine